1-[2-(4-methyl-5-phenylsulfanyl-1,2,4-triazol-3-yl)-5-nitrophenyl]azepane CN1C(=NN=C1SC1=CC=CC=C1)C1=C(C=C(C=C1)[N+](=O)[O-])N1CCCCCC1